(2R,5S)-3-(4-aminophenyl-ethyl)-2-(2-(4-bromophenyl)-4-(4-fluorophenyl)oxazol-5-yl)-5-methyl-oxazolid-4-one NC1=CC=C(C=C1)CCN1[C-](O[C@H](C1=O)C)C1=C(N=C(O1)C1=CC=C(C=C1)Br)C1=CC=C(C=C1)F